N-(5-cyclopropyl-1H-pyrazol-3-yl)-2-(4-((methylsulfonyl)methyl)-2-azabicyclo[2.2.1]heptan-2-yl)pyrimidin-4-amine C1(CC1)C1=CC(=NN1)NC1=NC(=NC=C1)N1C2CCC(C1)(C2)CS(=O)(=O)C